ClC=1C=C(C=CC1Cl)[C@@H](CN(C)C)NS(=O)(=O)C1=CC=C(C=C1)C=1CCOCC1 (S)-N-(1-(3,4-dichlorophenyl)-2-(dimethylamino)ethyl)-4-(3,6-dihydro-2H-pyran-4-yl)benzenesulfonamide